1-(3-(4-cyclohexylpiperazine-1-carbonyl)benzyl)quinazoline-2,4(1H,3H)-dione C1(CCCCC1)N1CCN(CC1)C(=O)C=1C=C(CN2C(NC(C3=CC=CC=C23)=O)=O)C=CC1